N-(4-chloro-3-{4-[2-(cyclopropylethynyl)thiazol-5-yl]-6-oxo-1,6-dihydropyrimidin-2-yl}-2-fluorobenzyl)isobutyramide ClC1=C(C(=C(CNC(C(C)C)=O)C=C1)F)C=1NC(C=C(N1)C1=CN=C(S1)C#CC1CC1)=O